5-[(3S,5R)-3-methyl-5-(5-piperazin-1-ylisoindolin-2-yl)-1-piperidinyl]quinoline-8-carbonitrile C[C@@H]1CN(C[C@@H](C1)N1CC2=CC=C(C=C2C1)N1CCNCC1)C1=C2C=CC=NC2=C(C=C1)C#N